C1(CC1)C1=NC(=CC(=N1)C(=O)NC1=CC(=CC=C1)C1(COC1)CC1=NN=CN1C)CN1C[C@H](CC1)O 2-cyclopropyl-6-{[(3S)-3-hydroxypyrrolidin-1-yl]methyl}-N-(3-{3-[(4-methyl-1,2,4-triazol-3-yl)methyl]oxetan-3-yl}phenyl)pyrimidine-4-carboxamide